N-(5-((5-chloro-4-((1-propionylindolin-7-yl)amino)pyrimidin-2-yl)amino)-2-((2-(dimethylamino)ethyl)(methyl)amino)-4-methoxyphenyl)acrylamide ClC=1C(=NC(=NC1)NC=1C(=CC(=C(C1)NC(C=C)=O)N(C)CCN(C)C)OC)NC=1C=CC=C2CCN(C12)C(CC)=O